[Si](C)(C)(C(C)(C)C)OCCSC=1N=NC(=CC1NC1=CC(=NC=C1)NC(=O)CN1CCN(CCC1)C(=O)OC(C)(C)C)C1=C(C=CC(=C1)Cl)F tert-butyl 4-{[(4-{[3-({2-[(tert-butyldimethylsilyl)oxy]ethyl}sulfanyl)-6-(5-chloro-2-fluorophenyl)pyridazin-4-yl]amino}pyridin-2-yl)carbamoyl]methyl}-1,4-diazepane-1-carboxylate